4-(6-chloro-1,3-benzoxazol-2-yl)aniline ClC1=CC2=C(N=C(O2)C2=CC=C(N)C=C2)C=C1